C1(CCCCC1)SC1=NC(=NC=C1C)NC1=CC2=C(B(OC2)O)C=C1 5-((4-(cyclohexylthio)-5-methylpyrimidin-2-yl)amino)benzo[c][1,2]oxaborole-1(3H)-ol